tetradecyl-dimethyl-amine niobium [Nb].C(CCCCCCCCCCCCC)N(C)C